C1(CC1)C=1C2=C(N=NC1C1=C(C=C(C=C1)OC)O)N(CC2)[C@H]2CN(CCC2)C 2-[4-cyclopropyl-7-[(3R)-1-methyl-3-piperidyl]-5,6-dihydropyrrolo[2,3-c]pyridazin-3-yl]-5-methoxy-phenol